BrC1=CC=CC2=C1C(=C(S2)NC(OCC)=O)C#N ethyl N-(4-bromo-3-cyano-benzothiophen-2-yl)carbamate